CN(C(=O)C1=NNC(=C1)C1=NC2=CC=CC=C2C(=C1)C1(CC1)NC(C1=C(C=C(C=C1)COCC=1N=COC1)C)=O)C N,N-dimethyl-5-(4-(1-(2-methyl-4-((oxazol-4-ylmethoxy)methyl)benzamido)cyclopropyl)quinolin-2-yl)-1H-pyrazole-3-carboxamide